2,4,4-trimethyl-1,6-diisocyanato-hexane CC(CN=C=O)CC(CCN=C=O)(C)C